NCS(=O)(=O)OCCO ethylene glycol aminomethanesulfonate